CC1=C(C(=CC=C1)C)C1(NN(C2=NC(=NC=C21)NC2=CC=C(C=C2)C2CCNCC2)C)N 3-(2,6-dimethylphenyl)-1-methyl-N6-(4-(piperidin-4-yl)phenyl)-1H-pyrazolo[3,4-d]pyrimidine-3,6-diamine